CC1=C(C=NC=2OCCNC21)N 8-methyl-2,3-dihydro-1H-pyrido[2,3-b][1,4]oxazin-7-amine